2,2-dimethyl-4-(4-(4-methylpiperazin-1-yl)piperidin-1-yl)-2,3-dihydrobenzofuran-7-amine CC1(OC2=C(C1)C(=CC=C2N)N2CCC(CC2)N2CCN(CC2)C)C